NCC1=CC(=CS1)C(=N)N 5-(aminomethyl)-thiophene-3-carboxamidine